FC(OCCN1N=CC(=C1)NC(OC(C)(C)C)=O)F tert-butyl (1-(2-(difluoromethoxy)ethyl)-1H-pyrazol-4-yl)carbamate